CC(=CCC/C(=C/CC/C(=C/COP(=O)([O-])[O-])/C)/C)C The molecule is an organophosphate oxoanion that is the dianion obtained by removal of the two protons from the monophosphate group of (2E,6E)-farnesyl monophosphate. Major species at pH 7.3. It is a conjugate base of a (2E,6E)-farnesyl monophosphate.